Iron (iii) tartrate C(=O)([O-])C(O)C(O)C(=O)[O-].[Fe+3].C(=O)([O-])C(O)C(O)C(=O)[O-].C(=O)([O-])C(O)C(O)C(=O)[O-].[Fe+3]